1-(3-bromophenyl)-2-(phenylseleno)ethan-1-one 2-(3-diethylamino-6-diethylazaniumylidene-xanthen-9-yl)-5-sulfo-benzenesulfonate C(C)N(C=1C=CC=2C(=C3C=CC(C=C3OC2C1)=[N+](CC)CC)C1=C(C=C(C=C1)S(=O)(=O)O)S(=O)(=O)[O-])CC.BrC=1C=C(C=CC1)C(C[Se]C1=CC=CC=C1)=O